C(C)(C)(C)OC(=O)N1[C@H](CN(CC1)C1=NC(=NC=2C[C@]3(CCC12)CC1=CC=CC(=C1CC3)F)SC)COC (R)-4-((S)-5-fluoro-2'-(methylthio)-3,4,5',8'-tetrahydro-1H,6'H-spiro[naphthalene-2,7'-quinazoline]-4'-yl)-2-(methoxymethyl)piperazine-1-carboxylic acid tert-butyl ester